C1N(CCC2=CC=CC=C12)C1C(CNCC1)O 4-(3,4-dihydroisoquinolin-2(1H)-yl)-3-hydroxypiperidin